C[C@@H]1OCC2([C@@H]1N)CCN(CC2)C2=NC=C(C=1N2C=CN1)SC1=C2C(=NC=C1)C=CS2 (3S,4S)-3-methyl-8-(8-(thieno[3,2-b]pyridin-7-ylthio)imidazo[1,2-c]pyrimidin-5-yl)-2-oxa-8-azaspiro[4.5]decan-4-amine